N1(C=NC=C1)C1=CC(=CC(=N1)C(=O)NC1=CC=NC=C1)C 6-(1H-imidazol-1-yl)-4-methyl-N-(pyridin-4-yl)picolinamide